CN1C2=C(OCC1)C=C(N=C2C2=CN(C1=CN=CC=C12)C(=O)[O-])S(=O)(=O)C 3-(4-methyl-7-(methylsulfonyl)-3,4-dihydro-2H-pyrido[4,3-b][1,4]oxazin-5-yl)-1H-pyrrolo[2,3-c]pyridine-1-carboxylate